C(CCCCCCCCCCCCC)(=O)OCCSC[C@H](C(=O)N[C@H](C(=O)NC1=CC=C(C=C1)CN1C2=NC(=NC(=C2N=C1O)N)NCCCC)CO)N 2-((S)-2-amino-3-((S)-1-(4-((6-amino-2-(butylamino)-8-hydroxy-9H-purin-9-yl)methyl)phenylamino)-3-hydroxy-1-oxopropane-2-ylamino)-3-oxopropylthio)ethyl tetradecanoate